COC(C)(C)[C@H]1CC=C(CC1)C (4R)-4-(2-methoxypropane-2-yl)-1-methylcyclohexene